(E)-2-(4-hydroxyphenyl)ethene-1-sulfonyl fluoride OC1=CC=C(C=C1)/C=C/S(=O)(=O)F